CC1(SCC(N1)C(=O)O)C(=O)O 2-methylthiazolidine-2,4-dicarboxylic acid